4-(3-ethyl-4-(2-fluoro-4-(trans-4-pentylcyclohexyl)phenyl)-2-thienyl)-2,6-dioxo-1,2,5,6-tetrahydrobenzo[1,2-b:4,5-b']dipyrrole C(C)C1=C(SC=C1C1=C(C=C(C=C1)[C@@H]1CC[C@H](CC1)CCCCC)F)C=1C=2C(NC(C2)=O)=CC=2C1NC(C2)=O